N(=[N+]=[N-])CCC1=CC=C(C=C1)NC(OC(C)(C)C)=O tert-butyl (4-(2-azidoethyl)phenyl)-carbamate